O=C1NC(CCC1N1N=NC2=C(C1=O)C=CC(=C2)NCC(=O)O)=O (3-(2,6-dioxopiperidin-3-yl)-4-oxo-3,4-dihydrobenzo[d][1,2,3]triazin-7-yl)glycine